Butanediol bis(3-mercapto-3-phenylpropionate) SC(CC(=O)OC(CCC)OC(CC(C1=CC=CC=C1)S)=O)C1=CC=CC=C1